2-Chloro-4-((tetrahydro-2H-pyran-4-yl)amino)pyrimidine-5-carboxylic acid ClC1=NC=C(C(=N1)NC1CCOCC1)C(=O)O